1,2,3,4-tetrahydronaphthalene-1-carboxylate C1(CCCC2=CC=CC=C12)C(=O)[O-]